C(CCC)C1=C(C=2CC3=CC=CC=C3C2C=C1)CCCC DIBUTYLFLUORENE